BrC1=NC=C(C=C1N(S(=O)(=O)C)S(=O)(=O)C)Br N-(2,5-dibromopyridin-3-yl)-N-methanesulfonylmethanesulfonamide